2-(2-methylpyridin-4-yl)-N-(2-morpholino-5-(1H-pyrazol-4-yl)thiazolo[4,5-b]pyridin-6-yl)oxazole-4-carboxamide CC1=NC=CC(=C1)C=1OC=C(N1)C(=O)NC=1C=C2C(=NC1C=1C=NNC1)N=C(S2)N2CCOCC2